2-(2-isopropyl-5-methylcyclohexyloxy)-N-(2-(pyridin-4-yl)ethyl)acetamide ethyl-6-(4-(t-butoxycarbonyl)azetidinyl)-1-(cyclobutylmethyl)-4-oxo-1,4-dihydroquinoline-3-carboxylate C(C)OC(=O)C1=CN(C2=CC=C(C=C2C1=O)N1CCC1C(=O)OC(C)(C)C)CC1CCC1.C(C)(C)C1C(CC(CC1)C)OCC(=O)NCCC1=CC=NC=C1